1-(4-((S)-2-((S)-2-amino-3-methylbutanamido)-4-carboxybutanamido)benzyl)-1-methylpiperidin-1-ium N[C@H](C(=O)N[C@H](C(=O)NC1=CC=C(C[N+]2(CCCCC2)C)C=C1)CCC(=O)O)C(C)C